2-(4-cyclopropyl-6-methoxypyrimidin-5-yl)-6-(difluoromethyl)-8-({4-[1-methyl-4-(trifluoromethyl)imidazol-2-yl]phenyl}methyl)pyrido[2,3-d]pyrimidin-7-one C1(CC1)C1=NC=NC(=C1C=1N=CC2=C(N1)N(C(C(=C2)C(F)F)=O)CC2=CC=C(C=C2)C=2N(C=C(N2)C(F)(F)F)C)OC